C(CC)C1CC(C=2N1N=CC2)NCC[C@]2(CCOC1(CCCC1)C2)C2=NC=CC=C2 6-propyl-N-(2-((R)-9-(pyridin-2-yl)-6-oxaspiro[4.5]decan-9-yl)ethyl)-5,6-dihydro-4H-pyrrolo[1,2-b]pyrazol-4-amine